4-bromo-8-(trifluoromethyl)quinoline BrC1=CC=NC2=C(C=CC=C12)C(F)(F)F